ClC=1C=C(C=C(C1OCC=1C(=C(C=CC1)C1=CC=CC=C1)C)F)/C=C(/C(=O)[O-])\C#N (E)-3-(3-chloro-5-fluoro-4-((2-methyl-[1,1'-biphenyl]-3-yl) methoxy) phenyl)-2-cyanoacrylate